CN1CCN(CC1)CCOC1=C(C=C(C=C1)C)C(C)C1=CC=CC=C1 1-methyl-4-(2-(4-methyl-2-(1-phenylethyl)phenoxy)ethyl)piperazine